1-(2-(2,6-dioxopiperidin-3-yl)-1-oxo-1,2-dihydrophthalazin-6-yl)piperidine-4-carbaldehyde O=C1NC(CCC1N1C(C2=CC=C(C=C2C=N1)N1CCC(CC1)C=O)=O)=O